Cl.Cl.N1=C(NCC2=CC=CC=C12)SCC=1N2C(SC1)=NC(C2)(C2=CC=CC=C2)C 3-(((3,4-dihydroquinazolin-2-yl)thio)methyl)-6-methyl-6-phenyl-5,6-dihydroimidazo[2,1-b]thiazole dihydrochloride